4-amino-N-((5-chloro-2-pyridinyl)methyl)-N-methyl-1,3-dihydrofuro[3,4-c][1,7]naphthyridine-8-carboxamide NC1=NC=2C=NC(=CC2C2=C1COC2)C(=O)N(C)CC2=NC=C(C=C2)Cl